ethylenediamine tetraiodide [I-].[I-].[I-].[I-].C(CN)N